BrC1=NC(=C(C2=C(C(=NC=C12)Cl)F)C)C 1-bromo-6-chloro-5-fluoro-3,4-dimethyl-2,7-naphthyridine